3-chloro-7-(5-chloropyrimidin-2-yl)oxy-1-(4,4,4-trifluorobutyl)indazole ClC1=NN(C2=C(C=CC=C12)OC1=NC=C(C=N1)Cl)CCCC(F)(F)F